1-cyclobutylethanone C1(CCC1)C(C)=O